N1-(1-methyl-2-oxo-2,3,4,5-tetrahydro-1H-benzo[b]azepin-3-yl)-N2-phenethyloxalamide CN1C2=C(CCC(C1=O)NC(C(=O)NCCC1=CC=CC=C1)=O)C=CC=C2